Biguanidine trioctyl-benzenesulfonate C(CCCCCCC)C1=C(C(=C(C=C1)S(=O)(=O)O)CCCCCCCC)CCCCCCCC.NC(=N)NNC(=N)N